tert-butyl ((S)-2-(4-((S)-2-((S)-2-acetamido-3-methylbutanamido)propanamido)phenyl)-2-hydroxyethyl)carbamate C(C)(=O)N[C@H](C(=O)N[C@H](C(=O)NC1=CC=C(C=C1)[C@@H](CNC(OC(C)(C)C)=O)O)C)C(C)C